NCCCC(=O)O.[K] potassium gamma-aminobutyric acid